(±)-1-acetyl-N-(2,3-dihydrobenzo[b][1,4]dioxin-6-yl)-3-methylene-2-(pyridin-2-yl)indoline-2-carboxamide C(C)(=O)N1[C@@](C(C2=CC=CC=C12)=C)(C(=O)NC1=CC2=C(OCCO2)C=C1)C1=NC=CC=C1 |r|